N(=[N+]=[N-])C1=CC=C(C=C1)C1=NCC=2N(C3=C1C(=C(S3)C)C)C(=NN2)C 4-(4-azidophenyl)-2,3,9-trimethyl-6H-thieno[3,2-f][1,2,4]triazolo[4,3-a][1,4]diazepine